COC=1C=C(C=CC1OC)C1=CC=NC=2N1N=C(C2)C(=O)NC2=CC=C(C(=O)OCOCCOC)C=C2 (2-methoxyethoxy)methyl 4-(7-(3,4-dimethoxyphenyl)pyrazolo[1,5-a]pyrimidine-2-carboxamido)benzoate